CNC=1N=CC(=NC1)C#C/C=C/C=1SC2=NC(=CC=C2N1)O (E)-2-(4-(5-(methylamino)pyrazin-2-yl)but-1-en-3-yn-1-yl)thiazolo[5,4-b]pyridin-5-ol